C(C)OC(=O)C=1N=C(NC1C(=O)O)CCC 2-propylimidazole-4,5-dicarboxylic acid ethyl ester